1-({(5s,7s)-3-[4-methyl-6-(methoxy)-3-pyridinyl]-2-oxo-1-oxa-3-azaspiro[4.5]decan-7-yl}methyl)-1H-benzimidazole-6-carbonitrile CC1=C(C=NC(=C1)OC)N1C(O[C@]2(C1)C[C@H](CCC2)CN2C=NC1=C2C=C(C=C1)C#N)=O